2,4-dinitrometa-xylene [N+](=O)([O-])C1=C(C=CC(=C1C)[N+](=O)[O-])C